NCCC1=CC=C(OCCOCCC2CNCCO2)C=C1 2-(2-(2-(4-(2-aminoethyl)phenoxy)ethoxy)ethyl)morpholine